2,3,6,7-tetraaminoanthraquinone NC1=CC=2C(C3=CC(=C(C=C3C(C2C=C1N)=O)N)N)=O